ethyl {4-[4-(2-methoxyethoxy)phenyl]piperazin-1-yl}acetate COCCOC1=CC=C(C=C1)N1CCN(CC1)CC(=O)OCC